ClC=1C=C(C=CC1)NC1=NC=NC2=CC=C(C=C12)C=1C=C2C(=NC1)NN=C2 N-(3-chlorophenyl)-6-(1H-pyrazolo[3,4-b]pyridin-5-yl)quinazolin-4-amine